Cl.FC1=C(C=CC=C1)C1=CC=C(C=C1)C(=O)N 2'-fluoro-[1,1'-biphenyl]-4-carboxamide hydrochloride